1-(3-(1-hydroxyethyl)phenyl)-3-(3-(2-methoxyethyl)-4-oxo-3,4-dihydroquinazolin-6-yl)urea OC(C)C=1C=C(C=CC1)NC(=O)NC=1C=C2C(N(C=NC2=CC1)CCOC)=O